tert-butyl (3aR,6aS)-5-(5-(1-((2-(methoxycarbonyl)phenyl)amino)ethyl)-2,7-dimethyl-1-oxo-1,2-dihydroisoquinolin-3-yl)hexahydropyrrolo[3,4-c]pyrrole-2(1H)-carboxylate COC(=O)C1=C(C=CC=C1)NC(C)C1=C2C=C(N(C(C2=CC(=C1)C)=O)C)N1C[C@@H]2[C@H](C1)CN(C2)C(=O)OC(C)(C)C